(E)-2,4-dibromo-6-(((2-(2-methylbenzo[d]oxazol-6-yl)-1H-benzo[d]imidazol-5-yl)imino)methyl)benzene-1,3-diol BrC1=C(C(=CC(=C1O)Br)/C=N/C1=CC2=C(NC(=N2)C2=CC3=C(N=C(O3)C)C=C2)C=C1)O